2,4,6-tri[4-(2-ethylhexyl-oxycarbonyl)anilino]-1,3,5-triazine C(C)C(COC(=O)C1=CC=C(NC2=NC(=NC(=N2)NC2=CC=C(C=C2)C(=O)OCC(CCCC)CC)NC2=CC=C(C=C2)C(=O)OCC(CCCC)CC)C=C1)CCCC